C(C)C([C@@H](C(N1[C@@H](CCC1)C(=O)N1C[C@@H](OCC1)C1=CC=CC=C1)=O)NC(=O)C1=CC2=C(S1)C=CC(=C2)C(F)(F)P(O)(O)=O)CC ((2-(((S)-3-ethyl-1-oxo-1-((S)-2-((S)-2-phenylmorpholine-4-carbonyl)pyrrolidin-1-yl)pentan-2-yl)carbamoyl)benzo[b]thiophen-5-yl)difluoromethyl)phosphonic acid